(S)-3-(3-(4-hydroxy-1,5-dimethyl-2-oxo-1,2-dihydropyridin-3-yl)ureido)-3-(2'-(trifluoromethyl)biphenyl-3-yl)propanoic acid OC1=C(C(N(C=C1C)C)=O)NC(N[C@@H](CC(=O)O)C=1C=C(C=CC1)C1=C(C=CC=C1)C(F)(F)F)=O